C(=C)C1=C(C)C=CC=C1 o-vinyl-toluene